methyl 1-(6-(2-hydroxyphenyl)pyridazin-4-yl)-4-(1-methyl-1H-pyrazol-4-yl)piperidine-4-carboxylate OC1=C(C=CC=C1)C1=CC(=CN=N1)N1CCC(CC1)(C(=O)OC)C=1C=NN(C1)C